FC=1C=C(CN2C3=C(C(=C(CC2=O)CO)OC)C=CC=C3)C=CC1C 1-(3-fluoro-4-methylbenzyl)-4-(hydroxymethyl)-5-methoxy-1,3-dihydro-2H-benzo[b]azepin-2-one